3-amino-6-[3-methylimidazo[1,2-a]pyridin-6-yl]-N-[[(2R)-1-methylpyrrolidin-2-yl]methyl]-5-phenylpyrazine-2-carboxamide NC=1C(=NC(=C(N1)C1=CC=CC=C1)C=1C=CC=2N(C1)C(=CN2)C)C(=O)NC[C@@H]2N(CCC2)C